methyl 2-(6-bromo-4-(cyclopropylfluoromethoxy)-1-oxophthalazin-2(1H)-yl)acetate BrC=1C=C2C(=NN(C(C2=CC1)=O)CC(=O)OC)OC(F)C1CC1